C(C)(C)(C)C1=CC=C(C=C1)C1=NC2=CC(=CC=C2C=C1C)N 2-(4-(tert-butyl)phenyl)-3-methylquinolin-7-amine